N-[(4-{8-oxa-3-azabicyclo[3.2.1]octane-3-sulfonyl}phenyl)methyl]thieno[2,3-c]pyridine-2-carboxamide C12CN(CC(CC1)O2)S(=O)(=O)C2=CC=C(C=C2)CNC(=O)C2=CC=1C(=CN=CC1)S2